N[C@@H](C)C1CC(N(CC1)C(=O)OC(C)(C)C)C tert-Butyl 4-[(1S)-1-aminoethyl]-2-methylpiperidine-1-carboxylate